ethyl (R)-11-chloro-12-hydroxy-3,3-dimethyl-8-oxo-2,3,8,13b-tetrahydro-1H-pyrido[2,1-a]pyrrolo[1,2-c]phthalazine-7-carboxylate ClC=1C(=CC=2[C@@H]3N(N4C(C2C1)=CC(C(=C4)C(=O)OCC)=O)C(CC3)(C)C)O